4-(3-((1R,4R)-4-(2-bromoethoxy)cyclohexyl)-4,4-dimethyl-5-oxo-2-thioxoimidazolidin-1-yl)-2-(trifluoromethyl)benzonitrile BrCCOC1CCC(CC1)N1C(N(C(C1(C)C)=O)C1=CC(=C(C#N)C=C1)C(F)(F)F)=S